FC1=C(C=CC=C1)C1=NC(=NC=2[C@]3([C@H](CCC12)[C@H](C(C(=C3)C#N)=O)C)C)N3CCOCC3 (6aR,7R,10aS)-4-(2-fluorophenyl)-7,10a-dimethyl-2-morpholinyl-8-oxo-5,6,6a,7,8,10a-hexahydrobenzo[h]quinazoline-9-carbonitrile